3-(4-isopropylphenyl)propanoyl chloride C(C)(C)C1=CC=C(C=C1)CCC(=O)Cl